BrCC1=CC(=C(C(C=O)=C1)O)C(C)(C)C 5-bromomethyl-3-tertiary butyl-salicylaldehyde